2-{4-[5-chloro-2-(4-chloro-1H-1,2,3-triazol-1-yl)phenyl]-5-methoxy-2-oxopyridin-1(2H)-yl}-N-(2,3-dimethyl-2H-indazol-5-yl)butanamide ClC=1C=CC(=C(C1)C1=CC(N(C=C1OC)C(C(=O)NC1=CC2=C(N(N=C2C=C1)C)C)CC)=O)N1N=NC(=C1)Cl